FC1=C(C=O)C=CC=C1C#C[Si](C)(C)C 2-fluoro-3-((trimethylsilyl)ethynyl)benzaldehyde